N-(2-Chloro-6-(4-chlorophenoxy)pyridin-4-yl)-5-(1,1-dioxidotetrahydrothiophen-2-yl)benzo[b]thiophen-2-carboxamid ClC1=NC(=CC(=C1)NC(=O)C1=CC2=C(S1)C=CC(=C2)C2S(CCC2)(=O)=O)OC2=CC=C(C=C2)Cl